Methyl 5-(((1-(2-chloro-3,4-dimethoxyphenyl)propyl)amino)methyl)picolinate ClC1=C(C=CC(=C1OC)OC)C(CC)NCC=1C=CC(=NC1)C(=O)OC